C([2H])([2H])([2H])NC=1C=NC=C(C(=O)O)C1 5-((methyl-d3)amino)nicotinic acid